2-(4-(6-((5-chloro-3-fluoropyridin-2-yl)methoxy)pyridin-2-yl)-2,5-difluorobenzyl)-1-(4,4-dimethyltetrahydrofuran-3-yl)-1H-benzo[d]imidazole-6-carboxylic acid ClC=1C=C(C(=NC1)COC1=CC=CC(=N1)C1=CC(=C(CC2=NC3=C(N2C2COCC2(C)C)C=C(C=C3)C(=O)O)C=C1F)F)F